5-(5-chloro-2-fluoropyridin-4-yl)isoindoline trifluoroacetic Acid Salt FC(C(=O)O)(F)F.ClC=1C(=CC(=NC1)F)C=1C=C2CNCC2=CC1